(5-(((cis)-2-(3-(5-methyloxazol-2-yl)azetidin-1-yl)cyclohexyl)oxy)-1-oxoisoindolin-2-yl)-3-azabicyclo[3.1.1]heptane-2,4-dione CC1=CN=C(O1)C1CN(C1)[C@@H]1[C@@H](CCCC1)OC=1C=C2CN(C(C2=CC1)=O)C12C(NC(C(C1)C2)=O)=O